O1C=CC2=C1C=CC(=C2)C(CCC)=O (benzofuran-5-yl)butan-1-one